4-amino-N-(4-(tert-butyl)benzyl)-3-(2-hydroxypropan-2-yl)benzamide NC1=C(C=C(C(=O)NCC2=CC=C(C=C2)C(C)(C)C)C=C1)C(C)(C)O